ClC=1C=CC(=C(C1)B(O)O)C=O (5-chloro-2-formylphenyl)boronic acid